(E)-6-(trifluoromethoxy)quinoline-3-carboxylic acid FC(OC=1C=C2C=C(C=NC2=CC1)C(=O)O)(F)F